5'-chloro-4-{[(1S)-2-methoxy-1-phenylethyl]carbamoyl}-2'-(5-methoxy-1H-1,3-benzodiazol-2-yl)-[1,1'-biphenyl]-2-carboxylic acid ClC=1C=CC(=C(C1)C=1C(=CC(=CC1)C(N[C@H](COC)C1=CC=CC=C1)=O)C(=O)O)C1=NC2=C(N1)C=CC(=C2)OC